C1(=CC=CC=C1)P(C1=CC=CC=C1)(C1=CC=CC=C1)[Pd]P(C1=CC=CC=C1)(C1=CC=CC=C1)C1=CC=CC=C1 bis(triphenylphosphino)-palladium